(Ra)-6-(1-((3'-Ethoxy-[1,1'-biphenyl]-4-yl)methyl)-4-fluoro-1H-indol-7-carboxamido)spiro[3.3]heptan C(C)OC=1C=C(C=CC1)C1=CC=C(C=C1)CN1C=CC2=C(C=CC(=C12)C(=O)NC1CC2(CCC2)C1)F